ClC=1C=C(C=NC(C(=O)OC)C(C)C)C=C(C1)O methyl 2-(3-chloro-5-hydroxybenzylidene-amino)-3-methylbutanoate